CN1CC(C1)(C)[C@@](C=1C=C(C=NC1)CCC(C)(O)C=1C=NC=C(C1)C)(C1=CC=C(C=C1)C(C)C)O 4-{5-[(R)-(1,3-Dimethyl-azetidin-3-yl)-hydroxy-(4-isopropyl-phenyl)-methyl]-pyridin-3-yl}-2-(5-methyl-pyridin-3-yl)-butan-2-ol